5-(bromo(phenyl)methyl)-2-methyl-2H-tetrazole BrC(C=1N=NN(N1)C)C1=CC=CC=C1